4-((1-(4-(2-(3-Aminopyrazin-2-yl)-5-(5-fluoropyridin-2-yl)-3H-imidazo[4,5-b]pyridin-3-yl)benzyl)piperidin-4-yl)amino)pyrimidine-2-carbonitrile NC=1C(=NC=CN1)C1=NC=2C(=NC(=CC2)C2=NC=C(C=C2)F)N1C1=CC=C(CN2CCC(CC2)NC2=NC(=NC=C2)C#N)C=C1